C1(=CC(=CC(=C1)C=O)C=O)C=O 1,3,5-benzenetricarbaldehyde